7-azido-2-hydroxy-1,8-naphthyridine-4-carboxylic acid N(=[N+]=[N-])C1=CC=C2C(=CC(=NC2=N1)O)C(=O)O